3-(5-(((1R,2R)-2-(1,4-oxazepan-4-yl)cyclopentyl)oxy)-1-oxoisoindolin-2-yl)piperidine-2,6-dione O1CCN(CCC1)[C@H]1[C@@H](CCC1)OC=1C=C2CN(C(C2=CC1)=O)C1C(NC(CC1)=O)=O